tert-butyl ((S)-(4,4-difluorocyclohexyl)(7-((S)-1-((4-(1,3-dioxoisoindolin-2-yl)-2,2,3,3-tetrafluorobutyl)amino)-2-methoxyethyl)imidazo[1,2-b]pyridazin-2-yl)methyl)carbamate FC1(CCC(CC1)[C@@H](C=1N=C2N(N=CC(=C2)[C@@H](COC)NCC(C(CN2C(C3=CC=CC=C3C2=O)=O)(F)F)(F)F)C1)NC(OC(C)(C)C)=O)F